Tert-butyl 3-fluoro-3-{[3-(5-methyl-1,3-thiazol-2-yl)-5-({(1R)-1-[2-(trifluoromethyl) pyrimidin-5-yl]ethyl}carbamoyl) phenoxy] methyl}azetidine-1-carboxylate FC1(CN(C1)C(=O)OC(C)(C)C)COC1=CC(=CC(=C1)C(N[C@H](C)C=1C=NC(=NC1)C(F)(F)F)=O)C=1SC(=CN1)C